CC1(CC(=CC(C1)=C(C#N)C#N)C=CC1=CC=C(C=C1)C1=CC=C(C=C1)N1CCN(CC1)C)C 2-(5,5-dimethyl-3-(2-(4'-(4-methylpiperazin-1-yl)-[1,1'-biphenyl]-4-yl)vinyl)cyclohex-2-en-1-ylidene)malononitrile